3-(4,6-difluoro-5-(4-hydroxy-1-(2-hydroxy-4-(trifluoromethyl)benzyl)piperidin-4-yl)-1-oxoisoindolin-2-yl)piperidine-2,6-dione FC1=C2CN(C(C2=CC(=C1C1(CCN(CC1)CC1=C(C=C(C=C1)C(F)(F)F)O)O)F)=O)C1C(NC(CC1)=O)=O